BrC1=CN=C2N1C=CC(N2C)=O 3-bromo-8-methylimidazo[1,2-a]pyrimidin-7(8H)-one